2-(azacyclooctan-1-yl)-N,N'-bis(2-oxospiro[indoline-3,4'-tetrahydropyran]-6-yl)propanediamide N1(CCCCCCC1)C(C(=O)NC1=CC=C2C(=C1)NC(C21CCOCC1)=O)C(=O)NC1=CC=C2C(=C1)NC(C21CCOCC1)=O